CC=1C=C(C=C(C1)C)S(=O)(=O)N1CCS(C2=C1C=C(C=C2)C(=O)NC2=CC=C(C(=O)O)C=C2)=O 4-{[4-(3,5-Dimethyl-benzenesulfonyl)-1-oxo-1,2,3,4-tetrahydro-benzo[1,4]thiazine-6-carbonyl]-amino}-benzoic acid